N1=C2C(=NC=C1)NC=C2C=2SC=C(N2)C=2C=C(C=CC2)[C@@]2(C(N(C2)C)=O)O (R)-3-(3-(2-(5H-Pyrrolo[2,3-b]pyrazin-7-yl)thiazol-4-yl)phenyl)-3-hydroxy-1-methylazetidin-2-one